FC(C1=CC=NC=N1)(F)F 6-trifluoromethyl-pyrimidin